N1C(=CC2=CC=CC=C12)C(=O)O.CC1(C(C1(C)C)C(=O)NC1=NC=C(C=C1)C1=NOC=N1)C 2,2,3,3-tetramethyl-N-[5-(1,2,4-oxadiazol-3-yl)-2-pyridinyl]cyclopropanecarboxamide 1H-indol-2-carboxylat